O1C(=CC=C1)C1=NN2C(N=C(N=C2N)NCCC2=CC=C(C=C2)OCCCN2CCN(CC2)C)=N1 2-(Furan-2-yl)-N5-(4-(3-(4-methylpiperazin-1-yl)propoxy)phenethyl)-[1,2,4]triazolo[1,5-a][1,3,5]triazine-5,7-diamine